CC1=CC=C(C=C1)S(=O)(=O)O.ClC1=CC(=C(C=C1)C1(OC(C2=C(O1)C=CC=C2)C2=CC(NCC2)=O)C)F 4-(2-(4-chloro-2-fluorophenyl)-2-methylbenzo[d][1,3]dioxan-4-yl)-5,6-dihydropyridin-2(1H)-one p-methylbenzenesulfonate